(S)-4-fluoro-6-(2-methylpiperazin-1-yl)pyrimidine FC1=NC=NC(=C1)N1[C@H](CNCC1)C